OC1=C2CCC(OC2=CC(=C1)O)C1=CC=C(C=C1)O 5,7-dihydroxyl-2-(4-hydroxyphenyl)chroman